S-(cis-4-((tert-Butoxycarbonyl)amino)cyclohexyl) ethanethioate C(C)(S[C@@H]1CC[C@@H](CC1)NC(=O)OC(C)(C)C)=O